O[C@@H]1CN(CC1)C1=C(C=C2C(=N1)N=C(O2)N2CCOCC2)NC(=O)C=2N=C(OC2)C=2C=NC(=CC2)OC (S)-N-(5-(3-hydroxypyrrolidin-1-yl)-2-morpholinooxazolo[4,5-b]pyridin-6-yl)-2-(6-methoxypyridin-3-yl)oxazole-4-carboxamide